2-[(2-methylpyrazole-3-carbonyl)amino]acetic acid CN1N=CC=C1C(=O)NCC(=O)O